(3S)-2-(azetidine-3-carbonyl)-3-phenyl-1,2-oxazolidine N1CC(C1)C(=O)N1OCC[C@H]1C1=CC=CC=C1